C(C)OCOC1=C(C(=CC(=C1)C(F)(F)F)C)C1=CC=C(N=N1)CNC1CN(CC1)C N-[[6-[2-(ethoxymethoxy)-6-methyl-4-(trifluoromethyl)phenyl]pyridazin-3-yl]methyl]-1-methyl-pyrrolidin-3-amine